COC1=CC=CC(=N1)N1N=CC(=C1)C(C(=O)O)C 2-[1-(6-methoxypyridin-2-yl)pyrazol-4-yl]propanoic acid